ClC=1C=C2CCCN(C2=CC1)C1C[C@](N(C1)C(=O)OC(C)(C)C)(C(=O)OC)C (2S)-1-tert-butyl 2-methyl 4-(6-chloro-3,4-dihydroquinolin-1(2H)-yl)-2-methylpyrrolidine-1,2-dicarboxylate